C1(CC1)CCC=1N(C(=C(C(N1)=O)CC1=CC=C(C=C1)C=1C(=NC=CC1)C)O)[C@@H](CC)C1=CC(=CC(=C1)F)F 2-(2-cyclopropylethyl)-1-[(1S)-1-(3,5-difluorophenyl)propyl]-6-hydroxy-5-{[4-(2-methylpyridin-3-yl)phenyl]methyl}-1,4-dihydropyrimidin-4-one